N,N-diisobutyl-7-methyl-9-oxo-9H-thioxanthene-3-carboxamide C(C(C)C)N(C(=O)C=1C=CC=2C(C3=CC(=CC=C3SC2C1)C)=O)CC(C)C